N-Boc-4-(4-bromophenyl)-piperidine C(=O)(OC(C)(C)C)N1CCC(CC1)C1=CC=C(C=C1)Br